3-(cyclobutylmethyl)-4a,7-dihydroxy-2,3,4,4a,5,6,7,7a-octahydro-1H-4,12-methanobenzofuro[3,2-e]isoquinolin-9-yl 3-methylbut-2-enoate CC(=CC(=O)OC1=CC=C2C3=C1OC1C34CCN(C(C4(CCC1O)O)C2)CC2CCC2)C